FC=1C=NC(=NC1)C=1C=C(C=CC1)CC(=O)N1C[C@@H](CC[C@@H]1C)C(=O)O (3R,6S)-1-(2-(3-(5-fluoropyrimidin-2-yl)phenyl)acetyl)-6-methylpiperidine-3-carboxylic acid